Dipalmitoyl phosphate P(=O)(OC(CCCCCCCCCCCCCCC)=O)(OC(CCCCCCCCCCCCCCC)=O)[O-]